2-p-methylphenyl-6,7-dihydro-5H-pyrrolo[2,1-c][1,2,4]triazol-2-ium tetrafluoroborate F[B-](F)(F)F.CC1=CC=C(C=C1)[N+]=1N=C2N(C1)CCC2